(S)-5-(4-amino-3-((2-ethoxypropyl)amino)phenyl)-1,3-dimethylpyridin-2(1H)-one NC1=C(C=C(C=C1)C=1C=C(C(N(C1)C)=O)C)NC[C@H](C)OCC